(4-(2-(2-aminopyridin-3-yl)-5-fluoro-3H-imidazo[4,5-b]pyridin-3-yl)phenyl)methanol NC1=NC=CC=C1C1=NC=2C(=NC(=CC2)F)N1C1=CC=C(C=C1)CO